bromo-3',5'-diphenyl-1,1':2',1''-terphenyl BrC1=C(C=CC=C1)C=1C(=C(C=C(C1)C1=CC=CC=C1)C1=CC=CC=C1)C1=CC=CC=C1